O=CCNC(OC(C)(C)C)=O Tert-Butyl 2-Oxoethylcarbamate